3-isopropyl-5-(1-((1-isopropylpiperidin-4-yl)methyl)piperidin-4-yl)-2-(2-methylpyridin-4-yl)-1H-indole C(C)(C)C1=C(NC2=CC=C(C=C12)C1CCN(CC1)CC1CCN(CC1)C(C)C)C1=CC(=NC=C1)C